(2S)-(1aR,5aR)-2-cyclopropyl-2-(1-(2,4-difluorophenyl)-1a,2,5,5a-tetrahydro-1H-2,3-diaza-cyclopropa[a]pentalene-3-carboxamido)acetic Acid C1(CC1)[C@@H](C(=O)O)NC(=O)N1C=C2C[C@H]3[C@@H](C2N1)C3C3=C(C=C(C=C3)F)F